BrC1=C(CNC=2C=C(SC2C)S(=O)(=O)NC2=NC(=CC=C2)F)C(=CC=C1)F 4-((2-bromo-6-fluorobenzyl)amino)-N-(6-fluoropyridin-2-yl)-5-methylthiophene-2-sulfonamide